tert-butyl 2-((3S,4S)-1-(1-(2,6-bis(benzyloxy)pyridin-3-yl)-3-methyl-2-oxo-2,3-dihydro-1H-benzo[d]imidazol-5-yl)-3-methylpiperidin-4-yl)acetate C(C1=CC=CC=C1)OC1=NC(=CC=C1N1C(N(C2=C1C=CC(=C2)N2C[C@H]([C@@H](CC2)CC(=O)OC(C)(C)C)C)C)=O)OCC2=CC=CC=C2